tert-butyl-(hex-5-en-1-yloxy)trimethylsilane C(C)(C)(C)C[Si](C)(C)OCCCCC=C